N[C@@H](CC(=O)[O-])C(=O)[O-].N[C@@H](CC(=O)[O-])C(=O)[O-].[Cr+4] chromium bisaspartate